N-(4-cyano-2,3,5,6-tetrafluorophenyl)-3-(4-methoxybenzyl)-2-methyl-2-phenylpropionamide C(#N)C1=C(C(=C(C(=C1F)F)NC(C(CCC1=CC=C(C=C1)OC)(C1=CC=CC=C1)C)=O)F)F